(R)-5-(5-(2-methylpyridin-3-yl)-1H-pyrrolo[2,3-b]pyridin-3-yl)-N-(1,1,1-trifluoropropan-2-yl)pyrazolo[1,5-a]pyridine-3-carboxamide CC1=NC=CC=C1C=1C=C2C(=NC1)NC=C2C2=CC=1N(C=C2)N=CC1C(=O)N[C@@H](C(F)(F)F)C